IC(CCC=1N(C=CN1)C=C)C 3-iodobutyl-1-vinyl-imidazole